COC(C1=CC(=CC(=C1)OC(C)C)C1CC1)=O 3-cyclopropyl-5-isopropoxy-benzoic acid methyl ester